3-(6-(4-(4-isopropylpiperazin-1-yl)phenyl)-1-methyl-1H-pyrrolo[3,2-b]pyridin-2-yl)-N,N-dimethylbenzenesulfonamide C(C)(C)N1CCN(CC1)C1=CC=C(C=C1)C=1C=C2C(=NC1)C=C(N2C)C=2C=C(C=CC2)S(=O)(=O)N(C)C